ClC1=CC=C2C(=CC=NC2=C1)NC(CCN(C)C)C 3-N-(7-chloroquinolin-4-yl)-1-N,1-N-dimethylbutane-1,3-diamine